N=1C=NN2C1C=C(C=C2)C2=CNC=1N=C(N=C(C12)OC)N[C@H]1CCC(N(C1)C)=O (S)-5-((5-([1,2,4]triazolo[1,5-a]pyridin-7-yl)-4-methoxy-7H-pyrrolo[2,3-d]pyrimidin-2-yl)amino)-1-methylpiperidin-2-one